ethyl (2S)-2-[[(2S,5R)-2-(acetamidomethyl)-3-methyl-7-oxo-1,6-diazabicyclo[3.2.1]oct-3-en-6-yl] oxy]-2-fluoro-acetate C(C)(=O)NC[C@H]1N2C(N([C@H](C=C1C)C2)O[C@H](C(=O)OCC)F)=O